CC(CCC(C(=O)[O-])C1=CC=CC=C1)CCC1=CC=CC=C1 3-Methyl-5-phenylpentyl-2-phenylacetat